(R)-(3-aminopiperidin-1-yl)(2-(2-cyclopropyl-4-(cyclopropylmethyl)-4H-pyrrolo[2,3-d]thiazol-5-yl)-7-methoxy-1-methyl-1H-benzo[d]imidazol-5-yl)methanone hydrochloride Cl.N[C@H]1CN(CCC1)C(=O)C1=CC2=C(N(C(=N2)C2=CC3=C(N=C(S3)C3CC3)N2CC2CC2)C)C(=C1)OC